2-amino-N-[[3-(1H-imidazol-2-yl)phenyl]methyl]-3-methyl-N-[[5-(trifluoromethyl)-2-pyridyl]methyl]quinoline-6-carboxamide NC1=NC2=CC=C(C=C2C=C1C)C(=O)N(CC1=NC=C(C=C1)C(F)(F)F)CC1=CC(=CC=C1)C=1NC=CN1